tert-Butyl ((1-(5-(4-(trifluoromethyl)phenoxy)-2-naphthoyl)azetidin-3-yl)methyl)carbamate FC(C1=CC=C(OC2=C3C=CC(=CC3=CC=C2)C(=O)N2CC(C2)CNC(OC(C)(C)C)=O)C=C1)(F)F